(2S,4S)-2-((difluoromethoxy)methyl)-4-(4-(trifluoromethyl)phenoxy)pyrrolidine-1-carboxylic acid tert-butyl ester C(C)(C)(C)OC(=O)N1[C@@H](C[C@@H](C1)OC1=CC=C(C=C1)C(F)(F)F)COC(F)F